C1=NC=CC2=CC=CC=C12 Isochinolin